CC(C(=O)OC)CCCC(=CCCC=CCCC(C)=O)C 2,6,1-O-trimethyl-14-oxopentadeca-6,10-dienoic acid